OC=1C=C(C2=CC=CC=C2C1)C1=CC=C2C(=NC(=NC2=C1)OC[C@H]1N(CCC1)C)N1[C@H]2CN(C[C@@H]1CC2)C(=O)NCCN2CCN(CC2)C (1R,5S)-8-(7-(3-hydroxynaphthalen-1-yl)-2-(((S)-1-methylpyrrolidin-2-yl)methoxy)quinazolin-4-yl)-N-(2-(4-methylpiperazin-1-yl)ethyl)-3,8-diazabicyclo[3.2.1]octane-3-carboxamide